C(=C)C1=C(C(=O)N)C=CC=C1 2-vinyl-benzamide